Tri(2-methyl-2-butyl)citrat CC(C)(CC)C(C(C(C(=O)[O-])(C(C)(CC)C)C(C)(CC)C)(O)C(=O)[O-])C(=O)[O-]